[Al].[Co].[Ni] nickel-cobalt aluminum salt